3-((4-(bis(2,4-dimethoxybenzyl)amino)-2-butyl-7-isopropoxy-1H-imidazo[4,5-d]pyridazin-1-yl)methyl)benzaldehyde COC1=C(CN(C2=C3C(=C(N=N2)OC(C)C)N(C(=N3)CCCC)CC=3C=C(C=O)C=CC3)CC3=C(C=C(C=C3)OC)OC)C=CC(=C1)OC